C(C1=CC=CC=C1)OC=1C=C(C=C[N+](=O)[O-])C=CC1OCC1=CC=CC=C1 3,4-dibenzyloxy-β-nitrostyrene